4-(3-bromo-5-(trifluoromethyl)phenoxy)-2,5-difluoro-N-methyl-N-(1,2,4-thiadiazol-5-yl)benzenesulfonamide BrC=1C=C(OC2=CC(=C(C=C2F)S(=O)(=O)N(C2=NC=NS2)C)F)C=C(C1)C(F)(F)F